1-((1-((5-([4,4'-bipiperidin]-1-ylmethyl)-3',5'-dichloro-[1,1'-biphenyl]-3-yl)methyl)piperidin-4-yl)methyl)-3-methylurea N1(CCC(CC1)C1CCNCC1)CC=1C=C(C=C(C1)C1=CC(=CC(=C1)Cl)Cl)CN1CCC(CC1)CNC(=O)NC